N-((1-(2-(6-(difluoromethyl)imidazo[1,2-b]pyridazin-3-yl)pyridin-4-yl)-4,4-difluoro-5-methylpiperidin-3-yl)methyl)methanesulfonamide FC(C=1C=CC=2N(N1)C(=CN2)C2=NC=CC(=C2)N2CC(C(C(C2)C)(F)F)CNS(=O)(=O)C)F